C(C)(=O)O.FC1(CC1)C(=O)N[C@H](C(=O)N1C(CC(C1)O)C(=O)N)C(C)(C)C 1-[(2S)-2-[(1-fluorocyclopropyl)formamido]-3,3-dimethylbutanoyl]-4-hydroxypyrrolidine-2-carboxamide acetate